ClC=1C=C(OCCCC(C(=O)O)(C)C)C=CC1C=1N(C2=NC=NC(=C2N1)OC1(CC1)C)CC1=C(C=CC=C1)C#N 5-(3-chloro-4-(9-(2-cyanobenzyl)-6-(1-methylcyclopropoxy)-9H-purin-8-yl)phenoxy)-2,2-dimethylpentanoic acid